FC1=CC=C(C=C1)S(=O)(=O)N1N=NC(=C1)CN1C[C@@H](N(C[C@H]1C)C1=C(C(N(C2=CC=CC=C12)C)=O)C#N)C 4-((2S,5R)-4-((1-((4-fluorophenyl)sulfonyl)-1H-1,2,3-triazol-4-yl)methyl)-2,5-dimethylpiperazin-1-yl)-1-methyl-2-oxo-1,2-dihydroquinoline-3-carbonitrile